C1(=CC=CC=C1)S(=O)(=O)CCC=O 3-(phenylsulfonyl)propan-1-one